3-(4-chloro-6-methyl-2-pyrimidinyl)-1-[4-chloro-3-(trifluoromethyl)phenyl]urea ClC1=NC(=NC(=C1)C)NC(NC1=CC(=C(C=C1)Cl)C(F)(F)F)=O